Methyl (3S)-5-[(E)-3-[2-[tert-butoxycarbonyl(methyl)amino]ethyl-methyl-amino]prop-1-enyl]-2-oxo-spiro[1H-pyrrolo[2,3-b]pyridine-3,6'-5,7-dihydrocyclopenta[b]pyridine]-3'-carboxylate C(C)(C)(C)OC(=O)N(CCN(C/C=C/C=1C=C2C(=NC1)NC([C@]21CC=2C(=NC=C(C2)C(=O)OC)C1)=O)C)C